4-(2-((1-ethyl-1H-pyrazol-5-yl)sulfonyl)propan-2-yl)-N-(pyridin-4-yl)piperidine-1-carboxamide C(C)N1N=CC=C1S(=O)(=O)C(C)(C)C1CCN(CC1)C(=O)NC1=CC=NC=C1